C[C@@H]1[C@H](CN(CC1)C(=O)OC(C)(C)C)NC1=NC=C(C(=N1)C1=CN(C2=CC=CC=C12)S(=O)(=O)C1=CC=CC=C1)C(F)(F)F (3R,4S)-tert-butyl 4-methyl-3-((4-(1-(phenylsulfonyl)-1H-indol-3-yl)-5-(trifluoromethyl)pyrimidin-2-yl)amino)piperidine-1-carboxylate